ClC1=CC=C(C=C1)/C=C/C(CN1N=CN=C1)=O (E)-4-(4-chlorophenyl)-1-(1H-1,2,4-triazol-1-yl)but-3-en-2-one